(R)-N-[2-(2-ethyl-7,8-dihydro-6H-indeno[5,4-d][1,3]oxazol-8-yl)ethyl]acetamide C(C)C=1OC2=C(N1)C=CC=1CC[C@@H](C12)CCNC(C)=O